C(=CCC)C1=NC(=CC=C1N)OC (but-en-1-yl)-6-methoxypyridin-3-amine